C12(CC3CC(CC(C1)C3)C2)CN2N=CC(=C2C)C2=C(C=3CCCN(C3C=C2)C=2N=NC(=CC2)NC=2SC3=C(N2)C=CC=C3)C(=O)OC methyl 6-(1-(adamantan-1-ylmethyl)-5-methyl-1H-pyrazol-4-yl)-1-(6-(benzo[d]thiazol-2-ylamino)pyridazin-3-yl)-1,2,3,4-tetrahydroquinoline-5-carboxylate